C(C)(C)[C@H]1N(CN(C2=CC=C(C=C12)N1CCN(CC1)C)C)C (R)-4-isopropyl-1,3-dimethyl-6-(4-methylpiperazin-1-yl)quinazolin